C12COCCC2(C1)C1=CC=CC(=N1)C=1N=C(SC1)N [6-(3-oxabicyclo[4.1.0]hept-6-yl)-2-pyridinyl]thiazol-2-amine